FC=1C=C(C=C2C(=NC(=NC12)OC[C@]12CCCN2C[C@@H](C1)F)N1CCOC[C@@](C1)(C)O)C 8-fluoro-2-(((2R,7aS)-2-fluorotetrahydro-1H-pyrrolizin-7a(5H)-yl)methoxy)-4-((S)-6-hydroxy-6-methyl-1,4-oxazepan-4-yl)-6-methylquinazolin